N-(3-((2-((3S,4R)-3-fluoro-4-hydroxy-3-methylpiperidin-1-yl)pyrimidin-4-yl)amino)-5-isopropyl-8-((2R,3S)-2-methyl-3-((methylsulfonyl)methyl)azetidin-1-yl)isoquinolin-6-yl)acrylamide F[C@]1(CN(CC[C@H]1O)C1=NC=CC(=N1)NC=1N=CC2=C(C=C(C(=C2C1)C(C)C)NC(C=C)=O)N1[C@@H]([C@H](C1)CS(=O)(=O)C)C)C